benzyl-bisphenol A C(C1=CC=CC=C1)C1=C(O)C=CC(=C1)C(C)(C)C1=CC=C(C=C1)O